ClC1=NC=CC(=C1)C#CC=1N=C(N(C1)C1=CC=C(C=C1)F)C(=O)OC methyl 4-((2-chloropyridin-4-yl) ethynyl)-1-(4-fluorophenyl)-1H-imidazole-2-carboxylate